methyl 5-amino-1H-pyrrolo[2,3-b]pyridine-2-carboxylate NC=1C=C2C(=NC1)NC(=C2)C(=O)OC